P1(=O)(OC2=C(C=C(C=C2C(C)(C)C)C(C)C)CCC2=C(C(=CC(=C2)C(C)C)C(C)(C)C)O1)[O-].[Na+] sodium 2,2'-ethylene-bis(4-isopropyl-6-tert-butylphenyl) phosphate